2-[[(3-methyl-5-isoxazolyl)methyl]thio]-N-[2-[(4-nitrophenyl)amino]ethyl]-benzamide CC1=NOC(=C1)CSC1=C(C(=O)NCCNC2=CC=C(C=C2)[N+](=O)[O-])C=CC=C1